(E)-3-(4-Hydroxy-3-methoxyphenyl)-1-(4-piperidin-1-ylsulfonylphenyl)prop-2-en-1-one OC1=C(C=C(C=C1)/C=C/C(=O)C1=CC=C(C=C1)S(=O)(=O)N1CCCCC1)OC